(+/-)-trans-methyl 3-((2-chloro-6-cyclopropylpyrimidin-4-yl)amino)bicyclo[2.2.2]octane-2-carboxylate ClC1=NC(=CC(=N1)NC1C(C2CCC1CC2)C(=O)OC)C2CC2